4-[Ethyl-(2-ethylpyridin-3-yl)amino]piperidine-1-carboxylic acid tert-butyl ester C(C)(C)(C)OC(=O)N1CCC(CC1)N(C=1C(=NC=CC1)CC)CC